N-[(6-Amino-2-pyridyl)sulfonyl]-6-[(1R)-1,2-dimethylpropoxy]-5-fluoro-2-[(4S)-2,2,4-trimethylpyrrolidin-1-yl]pyridin-3-carboxamid NC1=CC=CC(=N1)S(=O)(=O)NC(=O)C=1C(=NC(=C(C1)F)O[C@@H](C(C)C)C)N1C(C[C@@H](C1)C)(C)C